2-[acetyl(2,6-difluoropyridin-4-yl)amino]-N-(2,2-dimethylcyclobutyl)-5-methylthiazole C(C)(=O)N(C1SC(=CN1C1C(CC1)(C)C)C)C1=CC(=NC(=C1)F)F